(5Z)-2-[[(1R)-2-Amino-1-phenyl-ethyl]amino]-3-methyl-5-[(2-methylindazol-5-yl)methylene]imidazol-4-one dihydrochloride Cl.Cl.NC[C@@H](C1=CC=CC=C1)NC1=N\C(\C(N1C)=O)=C/C1=CC2=CN(N=C2C=C1)C